C1=CC=C(C(=C1)C(=O)OC2=CC=CC=C2C(=O)O)O The molecule is a dimeric benzoate ester obtained by intermolecular condensation between the carboxy of one molecule of salicylic acid with the phenol group of a second. It is a prodrug for salycylic acid that is used for treatment of rheumatoid arthritis and osteoarthritis and also shows activity against type II diabetes. It has a role as a non-steroidal anti-inflammatory drug, a non-narcotic analgesic, an antirheumatic drug, a hypoglycemic agent, an antineoplastic agent, an EC 3.5.2.6 (beta-lactamase) inhibitor and a prodrug. It is a benzoate ester, a member of benzoic acids, a member of phenols and a member of salicylates. It derives from a salicylic acid.